C(C1=CC=CC=C1)ON1[C@@H]2CC[C@H](N(C1=O)C2)C(NC(=O)[C@H]2CN(CCC2)C)=N (3R)-N-(((2S,5R)-6-(benzyloxy)-7-oxo-1,6-diazabicyclo[3.2.1]octan-2-yl)(imino)methyl)-1-methylpiperidine-3-carboxamide